7-[5-({1-[(2E)-2-(aminomethyl)-3-fluoroprop-2-en-1-yl]-5-oxo-1,5-dihydro-4H-1,2,4-triazol-4-yl}methyl)thiophen-2-yl]-2H-1,4-benzoxazin-3(4H)-one hydrochloride Cl.NC/C(/CN1N=CN(C1=O)CC1=CC=C(S1)C1=CC2=C(NC(CO2)=O)C=C1)=C\F